2,5-bis(4-fluorobenzoyl)furan tert-butyl-(2S,6R)-2,6-dimethyl-4-(trifluoromethylsulfonyloxy)-3,6-dihydro-2H-pyridine-1-carboxylate C(C)(C)(C)OC(=O)N1[C@H](CC(=C[C@H]1C)OS(=O)(=O)C(F)(F)F)C.FC1=CC=C(C(=O)C=2OC(=CC2)C(C2=CC=C(C=C2)F)=O)C=C1